C(C1=CC=CC=C1)OC1=CC(=C(C(=O)OC2=C(C(=C(C(=O)O)C(=C2C)C)C)F)C(=C1)C)OC 4-((4-(benzyloxy)-2-methoxy-6-methylbenzoyl)oxy)-3-fluoro-2,5,6-trimethylbenzoic acid